N-(5-cyano-1-(4-(difluoromethylene)cyclohexyl)-1H-pyrazol-3-yl)-4-((2-hydroxyethyl)sulfonamido)-2-(6-azaspiro[2.5]octan-6-yl)benzamide C(#N)C1=CC(=NN1C1CCC(CC1)=C(F)F)NC(C1=C(C=C(C=C1)NS(=O)(=O)CCO)N1CCC2(CC2)CC1)=O